2',6'-dimethyl-2,3,5,6-tetrahydrospiro[pyran-4,8'-pyrrolo[2,3-g]quinazoline]-7'(6'H)-one CC1=NC2=CC3=C(C=C2C=N1)N(C(C31CCOCC1)=O)C